C(#N)C1=CC(=NC=C1)N1[C@@H](CCC1=O)C(=O)N(C1=CC(=CC=C1)F)[C@]1(CCC2=C(C=CC=C12)C)C(NC1CC(C1)(F)F)=O (S)-1-(4-cyanopyridin-2-yl)-N-((S)-1-((3,3-difluorocyclobutyl)carbamoyl)-4-methyl-2,3-dihydro-1H-inden-1-yl)-N-(3-fluorophenyl)-5-oxopyrrolidine-2-carboxamide